3-(4-isopropyl-phenyl)-2-methylpropionaldehyde C(C)(C)C1=CC=C(C=C1)CC(C=O)C